4-(6-oxo-2-oxa-5-azaspiro[3.5]nonan-5-yl)phenyl trifluoro-methanesulfonate FC(S(=O)(=O)OC1=CC=C(C=C1)N1C2(COC2)CCCC1=O)(F)F